ClC1=C(C=CC=C1NC(=O)C=1SC=2CN(CCC2N1)C)C1=C(C(=CC=C1)NC(=O)C=1N(C2=C(CN(CC2)C)N1)C)C#N N-(2-Chloro-2'-cyano-3'-(1,5-dimethyl-4,5,6,7-tetrahydro-1H-imidazo[4,5-c]pyridin-2-carboxamido)biphenyl-3-yl)-5-methyl-4,5,6,7-tetrahydrothiazolo[5,4-c]pyridin-2-carboxamid